OC(C(=O)O)C[C@@H](C)[C@H]1CC[C@H]2[C@@H]3CC[C@@H]4CC(CC[C@]4(C)[C@H]3CC[C@]12C)=O hydroxy-3-oxo-5β-cholanic acid